O=C1NCC2=C(C=C(C=C12)C(C#N)C)C(F)(F)F 2-[3-oxo-7-(trifluoromethyl)-1,2-dihydroisoindol-5-yl]propanenitrile